2-Bromo-4-fluoro-5-methoxyaniline BrC1=C(N)C=C(C(=C1)F)OC